4-((3-(2-oxo-1,3-oxazinan-3-yl)propyl)amino)pyrimidine-5-carbonitrile O=C1OCCCN1CCCNC1=NC=NC=C1C#N